2-(3,4-dicarboxyphenyl)5,6-dicarboxybenzothiazoleN C(=O)(O)C=1C=C(C=CC1C(=O)O)N1SC2=C(C1)C=C(C(=C2)C(=O)O)C(=O)O